C(C1=CC=CC=C1)(C1=CC=CC=C1)C1=C(N)C(=CC(=C1)C)CC 2-benzhydryl-4-methyl-6-ethylaniline